4-bromopyridazine-3,6-dione BrC=1C(N=NC(C1)=O)=O